C(C1CO1)OC1=C(C=C(CNC(C=C)=O)C=C1C)C N-(4-(2,3-epoxypropoxy)-3,5-dimethylbenzyl)acrylamide